N7-Methyl-N5-((1S,2S)-2-methylcyclopropyl)-3-phenyl-2,3-dihydrobenzofuran-5,7-dicarboxamid CNC(=O)C1=CC(=CC=2C(COC21)C2=CC=CC=C2)C(=O)N[C@@H]2[C@H](C2)C